NC1C=CC(S(=O)(=O)[N-]C2N=CC=CN=2)=CC=1.[Na+] sodium Sulfadiazine